7-((3S,4S)-4-((2,3-dihydrobenzo[b][1,4]dioxin-6-yl-2,2,3,3-d4)oxy)-3-fluoropiperidin-1-yl)-3-fluoro-2,8-dimethyl-4H-pyrimido[1,2-b]pyridazin-4-one O1C2=C(OC(C1([2H])[2H])([2H])[2H])C=C(C=C2)O[C@@H]2[C@H](CN(CC2)C=2C(=CC=1N(N2)C(C(=C(N1)C)F)=O)C)F